1,1,3,3-tetrachloro-2-iso-butyldisilazane Cl[SiH](N([SiH](Cl)Cl)CC(C)C)Cl